C1(=CC=CC=C1)C(CSC1=NN=C(N1)C1=CC=C(C=C1)OCCC)=O 1-phenyl-2-((5-(4-propoxyphenyl)-4H-1,2,4-triazol-3-yl)thio)ethan-1-one